O-ethyl S-(1-methoxycarbonylethyl) dithiocarbonate C(SC(C)C(=O)OC)(OCC)=S